C(C)(C)(C)OC(=O)N1CCC(CC1)OC1CC(C1)N1CC2(C1)CCN(CC2)C(=O)OCC2=CC=CC=C2 benzyl 2-[3-[(1-tert-butoxycarbonyl-4-piperidyl)oxy]cyclobutyl]-2,7-diazaspiro[3.5]nonane-7-carboxylate